NC=1SC=C(N1)/C(/C(=O)NC1C(N2C1SCC1=C2C(OC1)=O)=O)=N/OC 6-[[(2Z)-2-(2-aminothiazol-4-yl)-2-(methoxyimino)acetyl]amino]-5a,6-dihydro-3H,7H-azeto[2,1-b]furo[3,4-d][1,3]thiazine-1,7(4H)-dione